COC1=CC=C(C=C1)CC(=O)NC=1C(N(C2=NC(=CC=C2C1NC)NCC(F)(F)F)C1=CC=CC=C1)=O 2-(4-methoxyphenyl)-N-(4-(methylamino)-2-oxo-1-phenyl-7-((2,2,2-trifluoroethyl)amino)-1,2-dihydro-1,8-naphthyridin-3-yl)acetamide